1,3-dimethyl-N-((3',4',5'-trifluoro-[1,1'-biphenyl]-2-yl)aminothioformyl)-1H-pyrazole-4-carboxamide CN1N=C(C(=C1)C(=O)NC(=S)NC1=C(C=CC=C1)C1=CC(=C(C(=C1)F)F)F)C